N-Boc-L-tyrosine methyl ester COC([C@@H](NC(=O)OC(C)(C)C)CC1=CC=C(C=C1)O)=O